N-[2-Methoxy-6-(4,4,5,5-tetramethyl-1,3,2-dioxaborolan-2-yl)-3-pyridyl]-5-methyl-3-phenyl-isoxazole-4-carboxamide COC1=NC(=CC=C1NC(=O)C=1C(=NOC1C)C1=CC=CC=C1)B1OC(C(O1)(C)C)(C)C